5-{[{2-chloro-5-[2'-methyl-5'-(pentafluoroethyl)-4'-(trifluoromethyl)-2'H-[1,3'-bipyrazole]-4-yl]Benzoyl}(1-cyanocyclopropyl)amino]Methoxy}-5-oxopentanoic acid ClC1=C(C(=O)N(C2(CC2)C#N)COC(CCCC(=O)O)=O)C=C(C=C1)C=1C=NN(C1)C=1N(N=C(C1C(F)(F)F)C(C(F)(F)F)(F)F)C